5-(o-tolyl)benzo[d]oxazole-2-thiol C1(=C(C=CC=C1)C=1C=CC2=C(N=C(O2)S)C1)C